C1(=CC=CC=C1)C(C)(CC)Cl 2-phenyl-2-chlorobutane